C(CCCCCCCCC)OCCCCCCCCCCCCCCCCCCCCCC n-docosyl decyl ether